(3R,5R)-5-(3-(1-Cyclopropyl-1H-pyrazole-5-carboxamido)-1H-pyrazol-5-yl)tetrahydrofuran-3-yltert-butylcarbamate C1(CC1)N1N=CC=C1C(=O)NC1=NNC(=C1)[C@H]1C[C@H](CO1)N(C([O-])=O)C(C)(C)C